ClC1=NN2C(N=CC3=C2[C@](C[C@@H]3C(=O)NC3=CC(=NC=C3)C(F)(F)F)(C=3C=NN(C3)C)C)=C1 (6S,8R)-2-chloro-8-methyl-8-(1-methyl-1H-pyrazol-4-yl)-N-(2-(trifluoromethyl)pyridin-4-yl)-7,8-dihydro-6H-cyclopenta[e]pyrazolo[1,5-a]pyrimidine-6-carboxamide